O1SCCCC1 1,2-oxathiane